(R)-3-(tert-butyl)-N-(1-(4-(6-chloropyrimidin-4-yl)-2-chlorophenyl)ethyl)-1,2,4-oxadiazole-5-carboxamide C(C)(C)(C)C1=NOC(=N1)C(=O)N[C@H](C)C1=C(C=C(C=C1)C1=NC=NC(=C1)Cl)Cl